CC1=C(C(=CC=C1)C)N1N=C2C(CN(CC2)C2=NC=C(C=N2)C(F)(F)F)=C1C1=C2C=CNC2=C(C(=C1)F)C 2-(2,6-dimethylphenyl)-3-(6-fluoro-7-methyl-1H-indol-4-yl)-5-(5-(trifluoromethyl)pyrimidin-2-yl)-4,5,6,7-tetrahydro-2H-pyrazolo[4,3-c]pyridine